2-bromo-1-[3-(trifluoromethyl)phenyl]ethan-1-one BrCC(=O)C1=CC(=CC=C1)C(F)(F)F